8-(3-methoxypropoxy)-2-oxo-1,2,5,6-tetrahydro-1,10-phenanthroline-3-carboxamide COCCCOC=1C=C2CCC=3C=C(C(NC3C2=NC1)=O)C(=O)N